N9,N10-diphenylphenanthrene-9,10-diamine C1(=CC=CC=C1)NC=1C2=CC=CC=C2C=2C=CC=CC2C1NC1=CC=CC=C1